OC1=C(C=CC=C1)N1NC(=CC(=N1)C1=CC=C(C=C1)C1=CC=CC=C1)C1=CC=C(C=C1)C1=CC=CC=C1 2-(2-Hydroxyphenyl)-4,6-bis(4-phenylphenyl)-triazine